C1(CC=C(C=C1)C)(C)S(=O)(=O)OC=1C=C(C=CC1)NC(NC1=CC(=CC=C1)OS(=O)(=O)C1(CC=C(C=C1)C)C)=O bis-[3-(p-xylenesulfonyloxy)phenyl]urea